BrC1=C(C=C(C=C1)Cl)C1=NN2C(C3=C(C4=NC5=C(C(=C24)C)N=CC=N5)C=CC=C3)=C1 2-(2-bromo-5-chlorophenyl)-13-methylbenzo[c]pyrazino[2,3-g]pyrazolo[1,5-a][1,5]naphthyridine